C(CCC)NC(CCCCCCCCC(=O)[NH-])=O 10-butylamino-10-oxodecanoylamide